methyl(oxazol-5-ylimino)(4-(5-(trifluoromethyl)-1,2,4-oxadiazol-3-yl)phenyl)-λ6-sulfanone CS(=O)(C1=CC=C(C=C1)C1=NOC(=N1)C(F)(F)F)=NC1=CN=CO1